P(=O)(O)(O)C(C(CC(=O)O)C(=O)O)CC(=O)O 3-phosphonobutane-1,2,4-tri-carboxylic acid